8-isopropyl-N4-(4-(isoxazol-4-yl)benzyl)-N2-(tetrahydro-2H-pyran-4-yl)pyrazolo[1,5-a][1,3,5]triazine-2,4-diamine C(C)(C)C=1C=NN2C1N=C(N=C2NCC2=CC=C(C=C2)C=2C=NOC2)NC2CCOCC2